C1=CC=CC=2C3=CC=CC=C3C(C12)COC(=O)N[C@@H](C(SCC)=O)CO[Si](C)(C)C(C)(C)C S-ethyl (R)-2-((((9H-fluoren-9-yl)methoxy)carbonyl)amino)-3-((tert-butyldimethylsilyl)oxy)propanethioate